OC=1C=C(C(=O)ON2N=NC3=C2C=CC=C3)C=CC1O 1H-benzo[d][1,2,3]triazole-1-yl 3,4-dihydroxybenzoate